3-bromo-5-(trifluoromethyl)benzenesulfonyl chloride BrC=1C=C(C=C(C1)C(F)(F)F)S(=O)(=O)Cl